gold-silver-copper-nickel [Ni].[Cu].[Ag].[Au]